3-(4-(6-chloro-4-oxo-3,4-dihydro-7H-pyrrolo[2,3-d]pyrimidin-7-yl)phenyl)morpholine-4-carboxylic acid tert-butyl ester C(C)(C)(C)OC(=O)N1C(COCC1)C1=CC=C(C=C1)N1C(=CC2=C1N=CNC2=O)Cl